BENZYLOXIDE C(C1=CC=CC=C1)OCC1=CC=CC=C1